O1CC(C1)CN1CCC=2C=C(N=CC2C1)C(=O)[O-].[Li+] Lithium 7-(oxetan-3-ylmethyl)-5,6,7,8-tetrahydro-2,7-naphthyridine-3-carboxylate